N-[3-[2-(difluoromethoxy)-5-sulfamoyl-phenyl]-1-methyl-pyrazol-4-yl]pyrazolo[1,5-a]pyrimidine-3-carboxamide FC(OC1=C(C=C(C=C1)S(N)(=O)=O)C1=NN(C=C1NC(=O)C=1C=NN2C1N=CC=C2)C)F